5-(5-((R)-1-(3,5-dichloropyridin-4-yl)ethoxy)-6-fluoro-1-(tetrahydro-2H-pyran-2-yl)-1H-indazol-3-yl)-2-(6,6-dioxo-6-thia-2-azaspiro[3.5]non-2-yl)nicotinonitrile ClC=1C=NC=C(C1[C@@H](C)OC=1C=C2C(=NN(C2=CC1F)C1OCCCC1)C=1C=NC(=C(C#N)C1)N1CC2(C1)CS(CCC2)(=O)=O)Cl